7-chloro-6-fluoro-4-(4,4,5,5-tetramethyl-1,3,2-dioxaborolan-2-yl)-1H-indazole ClC=1C(=CC(=C2C=NNC12)B1OC(C(O1)(C)C)(C)C)F